C1(CC1)CNC1=NC=CC(=C1)C=1OC=C(N1)C(=O)NC=1C(=NN(C1)C)N1C(N(CC1)CCO)=O 2-(2-((cyclopropylmethyl)amino)pyridin-4-yl)-N-(3-(3-(2-hydroxyethyl)-2-oxoimidazolidin-1-yl)-1-methyl-1H-pyrazol-4-yl)-1,3-oxazole-4-carboxamide